FC1(CCN(CC1)C1=NC(=CC(=N1)C1=NOC(=N1)C1=C(C=C(C=C1)C(CO)S(=O)(=O)N)N1CCC2(CC2)CC1)C)F (4-(3-(2-(4,4-difluoropiperidin-1-yl)-6-methylpyrimidin-4-yl)-1,2,4-oxadiazol-5-yl)-3-(6-azaspiro[2.5]oct-6-yl)phenyl)-2-hydroxyethanesulfonamide